4-((2-cyanophenyl)thio)-6-(1-(1,3-dihydroxypropan-2-yl)-1H-pyrazol-4-yl)pyrazolo[1,5-a]pyridine-3-carbonitrile C(#N)C1=C(C=CC=C1)SC=1C=2N(C=C(C1)C=1C=NN(C1)C(CO)CO)N=CC2C#N